OC=1C=C(C=CC1)C=1C=NC=2N(C1)C=C(N2)COC2=CC=CC=C2 6-(3-hydroxyphenyl)-2-phenoxymethylimidazo[1,2-a]pyrimidine